N-(3-amino-trans-cyclobutyl)-2-(4-hexyloxy)phenyl-N-isopropylacetamide N[C@@H]1C[C@H](C1)N(C(CC1=C(C=CC=C1)OC(CCC)CC)=O)C(C)C